1-[({[(1R,8S,9s)-bicyclo[6.1.0]non-4-yn-9-yl]methoxy}carbonyl)oxy]pyrrolidine-2,5-dione [C@H]12CCC#CCC[C@@H]2C1COC(=O)ON1C(CCC1=O)=O